(S)-2-((tert-Butoxycarbonyl)amino)-6,6-dimethylheptanoic acid C(C)(C)(C)OC(=O)N[C@H](C(=O)O)CCCC(C)(C)C